ClC=1C(=NC(=NC1)NC1CCOCC1)C1=CC(=C2CN(C(C2=C1)=O)CC(=O)N[C@H]([C@H](C)O)C1=CC=CC=C1)F 2-(6-{5-chloro-2-[(Oxan-4-yl)amino]pyrimidin-4-yl}-4-fluoro-1-oxo-2,3-dihydro-1H-isoindol-2-yl)-N-[(1S,2S)-2-hydroxy-1-phenylpropyl]acetamide